N1(CCNCC1)C(=O)NNC(=O)OC(C)(C)C tert-butyl 2-(piperazine-1-carbonyl)hydrazine-1-carboxylate